(3-methoxyphenyl)-1-(3,4,5-trimethoxyphenyl)-3,4-dihydropyrrolo[1,2-a]pyrazine COC=1C=C(C=CC1)C1N=C(C=2N(C1)C=CC2)C2=CC(=C(C(=C2)OC)OC)OC